[(3R)-1-methyl-5-oxo-pyrrolidin-3-yl] 4-[3-[2-(cyclopropoxy)-5-methoxy-3-pyridyl]pyrazolo[1,5-a]pyrimidin-5-yl]piperazine-1-carboxylate C1(CC1)OC1=NC=C(C=C1C=1C=NN2C1N=C(C=C2)N2CCN(CC2)C(=O)O[C@H]2CN(C(C2)=O)C)OC